5-((((3'-chloro-2'-(2-chloro-3-((2-fluoro-3-((3-(hydroxymethyl)azetidin-1-yl)methyl)phenyl)amino)phenyl)-6-methoxy-[2,4'-bipyridin]-5-yl)methyl)amino)methyl)pyrrolidin-2-one ClC=1C(=NC=CC1C1=NC(=C(C=C1)CNCC1CCC(N1)=O)OC)C1=C(C(=CC=C1)NC1=C(C(=CC=C1)CN1CC(C1)CO)F)Cl